O=C1NC(CCC1C1=NN(C2=CC(=C(C=C12)F)N1CCC2(CC(C2)C=O)CC1)C)=O 7-(3-(2,6-dioxopiperidin-3-yl)-5-fluoro-1-methyl-1H-indazol-6-yl)-7-azaspiro[3.5]nonane-2-carbaldehyde